6-benzoyl-2-{2-O-[tert-butyl(dimethyl)silyl]-3-O-(dihydroxyphosphanyl)-β-D-ribofuranosyl}-6,7,8,9-tetrahydro-2H-1,2,3,5,6-pentaazabenzo[cd]azulene C(C1=CC=CC=C1)(=O)N1C=2C3=C(N(N=C3CCC1)[C@H]1[C@H](O[Si](C)(C)C(C)(C)C)[C@H](OP(O)O)[C@H](O1)CO)N=CN2